BrC(=C)C1=CC=C(C=C1)Cl 1-(1-bromovinyl)-4-chlorobenzene